N-[(5-fluoro-1H-benzimidazol-2-yl)methyl]-2-(morpholin-4-yl)-8-(trifluoromethyl)pyrazolo[1,5-a][1,3,5]triazin-4-amine FC1=CC2=C(NC(=N2)CNC2=NC(=NC=3N2N=CC3C(F)(F)F)N3CCOCC3)C=C1